NC(C(=O)N(C)OC)C amino-N-methoxy-N-methylpropanamide